8-((3-bromo-2-methylphenyl)amino)imidazo[1,2-a]pyrazine-3-carbaldehyde BrC=1C(=C(C=CC1)NC=1C=2N(C=CN1)C(=CN2)C=O)C